sorbic acid potassium salt [K+].C(\C=C\C=C\C)(=O)[O-]